OC1(CCNCC1)C=1C=C2C(=NC(=NC2=CC1OC)C)N[C@H](C)C=1C(=C(C#N)C=CC1)C (R)-3-(1-((6-(4-hydroxy-piperidin-4-yl)-7-methoxy-2-methyl-quinazolin-4-yl)amino)ethyl)-2-methylbenzonitrile